C(OCC(C)OCCOCC)(OC1=CC=CC=C1)=O (2-(2-ethoxyethyloxy) propyl) phenyl carbonate